FC(C=1C=C(C=C(C1)C(F)(F)F)C(C)=O)(F)F 3',5'-Bis(trifluoromethyl)acetophenone